(2S,5R)-5-(2-chlorophenyl)-1-(6-(3-methoxyphenyl)nicotinyl)pyrrolidine-2-carboxylic acid ClC1=C(C=CC=C1)[C@H]1CC[C@H](N1CC1=CN=C(C=C1)C1=CC(=CC=C1)OC)C(=O)O